CN1CC[C@@]23CC(=O)C(=C[C@@H]2[C@@H]1CC4=C3C(=C(C=C4)OC)O)OC (9α,13α,14α)-7,8-didehydro-4-hydroxy-3,7-dimethoxy-17-methylmorphinan-6-one